2,6-dimethyl-4,5-dihydropyridazin CN1N=C(CCC1)C